N-{4-chloro-3-[5-(3,3-difluoroazetidin-1-yl)-2H-pyrazolo[3,4-b]pyridin-2-yl]phenyl}azetidine ClC1=C(C=C(C=C1)N1CCC1)N1N=C2N=CC(=CC2=C1)N1CC(C1)(F)F